C=C(C)[C@@H]1CC=C(CC1)CCC=O 3-[(4S)-4-(prop-1-en-2-yl)cyclohex-1-en-1-yl]propanal